butyric acid 3-(2-(diallylamino) ethyl)-1H-indol-6-yl ester C(C=C)N(CCC1=CNC2=CC(=CC=C12)OC(CCC)=O)CC=C